7-chloro-3-(2,6-dichloro-3,5-dimethoxyphenyl)-N-(2-morpholinoethyl)-2,6-naphthyridine-1-amine ClC1=NC=C2C=C(N=C(C2=C1)NCCN1CCOCC1)C1=C(C(=CC(=C1Cl)OC)OC)Cl